N1=CC=C(C=C1)CCN 2-(4-pyridyl)ethanamine